CC(=O)NCCS(=O)(=O)[O-] The molecule is an organosulfonate oxoanion obtained by deprotonation of the sulfonic acid group of acetyltaurine. It has a role as a human blood serum metabolite and a human urinary metabolite. It is a conjugate base of an acetyltaurine.